C(CCC)N1C(=NC2=C1C=CC=C2NC2=C(C=CC=C2)C)C(C)C 1-Butyl-2-isopropyl-N-(o-tolyl)-1H-benzo[d]imidazol-4-amine